C1(CCCCC1)C(CC)O 1-cyclohexylpropanol